BrC1=CC2=C(N(C3=C(O2)C=C(C(=C3)C)Br)CCCCCBr)N=C1 3,7-dibromo-10-(5-bromopentyl)-8-methyl-10H-benzo[b]pyrido[2,3-e][1,4]oxazine